NC(C)(O)N.OC1=C(C=CC=C1)C1=CC(=CC=C1)C(=O)O 2'-hydroxy-3-biphenylcarboxylic acid bis-aminoethanol salt